ClC1=C(OCC2=CC3=C([C@@]4(CCN([C@@H]4CC3)C(=O)C3CCS(CC3)(=O)=O)S(=O)(=O)C3=CC=C(C=C3)F)C=C2)C(=CC=C1)F 4-[(3aR,9bR)-7-[(2-chloro-6-fluorophenoxy)methyl]-9b-(4-fluorobenzenesulfonyl)-1H,2H,3H,3aH,4H,5H,9bH-benzo[e]indole-3-carbonyl]-1λ6-thiane-1,1-dione